N-(2-methoxyethyl)-3'-methyl-1',2',3',6'-tetrahydro-[3,4'-bipyridine]-6-carboxamide COCCNC(=O)C1=CC=C(C=N1)C=1C(CNCC1)C